methyl (S)-2-(((benzyloxy) carbonyl) amino)-3-((3aR,6aS)-hexahydropyrrolo[3,4-b]pyrrol-1(2H)-yl)propanoate C(C1=CC=CC=C1)OC(=O)N[C@H](C(=O)OC)CN1[C@H]2[C@H](CC1)CNC2